nitrobenzylthymine [N+](=O)([O-])C(C=1C(NC(NC1)=O)=O)CC1=CC=CC=C1